(2RS)-2-(6-Bromo-1-oxo-isoindolin-2-yl)-N-thiazol-2-yl-2-[1-(2-trimethylsilylethoxymethyl)-5,6-dihydro-4H-cyclopenta[c]pyrazol-3-yl]acetamide BrC1=CC=C2CN(C(C2=C1)=O)[C@@H](C(=O)NC=1SC=CN1)C=1C2=C(N(N1)COCC[Si](C)(C)C)CCC2 |r|